(1R,3S,5R)-2-(2-(3-acetyl-7-methyl-5-(2-methylpyrimidin-5-yl)-1H-indazol-1-yl)acetyl)-N-(4-methoxybenzyl)-5-methyl-2-azabicyclo[3.1.0]hexane-3-carboxamide C(C)(=O)C1=NN(C2=C(C=C(C=C12)C=1C=NC(=NC1)C)C)CC(=O)N1[C@@H]2C[C@@]2(C[C@H]1C(=O)NCC1=CC=C(C=C1)OC)C